ClC1=CC2=C(N(C(N2CCN2CCOCC2)=O)C2CCN(CC2)CC2=C(C=C(C=C2)F)C)C=C1Cl 5,6-dichloro-1-(1-(4-fluoro-2-methylbenzyl)piperidin-4-yl)-3-(2-morpholinoethyl)-1,3-dihydro-2H-benzo[d]imidazol-2-one